NC=1C=2N(C=CN1)C(=NC2C2=C(C=C(C(=O)NC1=NC=CC(=C1)C(F)(F)F)C=C2)OCC)[C@H]2CN1C(CC3([C@@H]1CC2)CC3)=O 4-{8-Amino-3-[(6'R,8a'S)-3'-oxohexahydro-5'H-spiro[cyclopropan-1,1'-indolizin]-6'-yl]imidazo[1,5-a]pyrazin-1-yl}-3-ethoxy-N-[4-(trifluoromethyl)pyridin-2-yl]benzamid